(R)-N-(2-(4-ethylpiperazin-1-yl)-5-((6-(3-(4-fluoro-3-(trifluoromethyl)phenyl)isoxazolidin-2-yl)pyrimidin-4-yl)amino)-4-methoxyphenyl)acrylamide C(C)N1CCN(CC1)C1=C(C=C(C(=C1)OC)NC1=NC=NC(=C1)N1OCC[C@@H]1C1=CC(=C(C=C1)F)C(F)(F)F)NC(C=C)=O